COC1=CC=C(C=C1)C=1N=NN(C1)S(=O)(=O)C 4-(4-methoxyphenyl)-1-(methylsulfonyl)-1H-1,2,3-triazole